ClC1=C(C=CC2=C1C(=NO2)C=2C(=C(C=C(C2)CC)S(=O)(=O)N)OC)C2CC2 (4-chloro-5-cyclopropylbenzo[d]isoxazol-3-yl)-5-ethyl-2-methoxybenzenesulfonamide